OC[C@@H](C(C)C)NC(=O)C=1C=NC(=C(C1)C1=NN(C=C1)C)OC1=CC=C(C=C1)C(F)(F)F N-[(2R)-1-Hydroxy-3-methylbutan-2-yl]-5-(1-methyl-1H-pyrazol-3-yl)-6-[4-(trifluoromethyl)phenoxy]pyridine-3-carboxamide